OC[C@@H]1[C@@H]2[C@H](CN1C(=O)OCC1=CC=CC=C1)C21CCCCC1 benzyl (1R,2S,5S)-2-(hydroxymethyl)-3-azaspiro[bicyclo[3.1.0]hexane-6,1'-cyclohexane]-3-carboxylate